6-(4-fluorophenyl)-5-methyl-5H-pyrrolo[2,3-b]Pyrazine-7-carboxylic acid FC1=CC=C(C=C1)C1=C(C=2C(=NC=CN2)N1C)C(=O)O